N1=CC(=CC2=CC=CC=C12)C1=NC(=NC=2CCCCC12)N1CCN(CC1)C(=O)[O-] 4-(4-(quinolin-3-yl)-5,6,7,8-tetrahydroquinazolin-2-yl)piperazine-1-carboxylate